CC1(COC(OC1)=O)C 5,5-dimethyl-1,3-dioxan-2-one